CC1=CC=C(C=N1)/C=C/CC(=O)NC=1C=CC(=NC1)C(=O)O 5-((E)-4-(6-methylpyridin-3-yl)but-3-enamido)pyridine-2-carboxylic acid